C1(CC1)C1=NN(C=C1C(=O)NC1=CC(=C(C=C1)C=O)OC(F)F)CC(F)F 3-cyclopropyl-1-(2,2-difluoroethyl)-N-[3-(difluoromethoxy)-4-formylphenyl]-1H-pyrazole-4-carboxamide